5-(3-methyl-1,2,3,4-tetrahydropyridin-6-yl)-1,3-dihydrobenzimidazol-2-one CC1CNC(=CC1)C1=CC2=C(NC(N2)=O)C=C1